ClC1=NC=C(C(=C1)C1=C(C=NC(=C1)C)C(=O)NC=1SC2=C(N1)CN(C2)C(=O)C2CC(CC2)OC(F)(F)F)OC (Racemic)-2'-chloro-5'-methoxy-6-methyl-N-(5-(3-(trifluoro-methoxy)cyclopentane-1-carbonyl)-5,6-dihydro-4H-pyrrolo[3,4-d]thiazol-2-yl)-[4,4'-bipyridine]-3-carboxamide